2-ethyloxyethanol C(C)OCCO